2-((2S,3R)-2-(2-methoxybenzyl)-3-methylpyrrolidin-1-yl)-6-((R)-2-methylmorpholino)pyrimidin-4(3H)-one COC1=C(C[C@@H]2N(CC[C@H]2C)C2=NC(=CC(N2)=O)N2C[C@H](OCC2)C)C=CC=C1